C1CC12CCN(CC2)C=2N=CC1=C(C=NNC1=O)N2 2-(6-azaspiro[2.5]octan-6-yl)pyrimido[4,5-d]pyridazin-5(6H)-one